(4-amino-7-fluoroimidazo[1,5-a]quinoxalin-8-yl)((2S,4aS,9aR)-7-(difluoromethyl)-8-fluoro-2-methyl-2,3,9,9a-tetrahydroindeno[2,1-b][1,4]oxazin-4(4aH)-yl)methanone NC=1C=2N(C3=CC(=C(C=C3N1)F)C(=O)N1[C@@H]3[C@H](O[C@H](C1)C)CC=1C(=C(C=CC13)C(F)F)F)C=NC2